3-(1H-tetrazol-1-yl)propionic acid N1(N=NN=C1)CCC(=O)O